(7R)-3-cyclopropyl-N-(2-fluoro-2-methylpropyl)-7-[[6-(3-methyl-1,2,4-oxadiazol-5-yl)pyridin-3-yl]amino]-7,8-dihydro-6H-cyclopenta[g]isoquinoline-5-sulfonamide C1(CC1)C=1N=CC=2C=C3C(=C(C2C1)S(=O)(=O)NCC(C)(C)F)C[C@@H](C3)NC=3C=NC(=CC3)C3=NC(=NO3)C